(R)-(6-fluoropyridin-3-yl)(8-Methyl-3-(3-methyl-1,2,4-thiadiazol-5-yl)-5,6-dihydroimidazo[1,5-a]pyrazine-7(8H)-yl)methanone FC1=CC=C(C=N1)C(=O)N1[C@@H](C=2N(CC1)C(=NC2)C2=NC(=NS2)C)C